2-bromo-5-chloro-6-(trifluoromethyl)nicotinic acid methyl ester COC(C1=C(N=C(C(=C1)Cl)C(F)(F)F)Br)=O